(S)-2-Amino-5-((2-cyano-3-fluoro-6-((1-hydroxypropan-2-yl)oxy)benzyl)(ethyl)amino)pyridine Azolo[1,5-a]pyrimidine-3-carboxylate hydrochloride Cl.N=1C=2N(C=C(C1)C(=O)O)C=CC2.NC2=NC=C(C=C2)N(CC)CC2=C(C(=CC=C2O[C@H](CO)C)F)C#N